C(C)(C)(C)OC(=O)N1[C@H]([C@]2(CCCS(N2)(=O)=O)CCC1)COC1CCC(CC1)C1=C(C=CC=C1)O |o1:8,9| tert-butyl-rel-(6R,7R)-2,2-dioxo-7-({[(1s,4s)-4-(2-hydroxyphenyl)cyclohexyl]oxy}methyl)-2λ6-thia-1,8-diazaspiro[5.5]undecane-8-carboxylate